NCCCCCCCCCCCC(=O)OP(OC[C@@H](CO)OO)(=O)O aminododecanoyl-2-hydroxy-sn-glycero-3-phosphate